C(C)N1CCC2(CC2C(=O)N[C@@H](CCCCCC(CC)=O)C=2N=C(NC2C2=CSC=C2)C2=CC=C(C=C2)F)CC1 6-ethyl-N-((S)-1-(2-(4-fluorophenyl)-5-(thiophen-3-yl)-1H-imidazol-4-yl)-7-oxononyl)-6-azaspiro[2.5]octane-1-carboxamide